tert-butyl 3-[(6-chloropyrazin-2-yl)amino]azetidine-1-carboxylate ClC1=CN=CC(=N1)NC1CN(C1)C(=O)OC(C)(C)C